CC1=CC=C(C=C1)S(=O)(=O)[O-].CC1=CC(=[NH+]C(=C1)C)C 2,4,6-trimethylpyridinium p-toluenesulfonate